1-(3-aminophenyl)-2-{[5-(4-ethylphenyl)-4H-1,2,4-triazol-3-yl]sulfanyl}propan-1-one NC=1C=C(C=CC1)C(C(C)SC1=NN=C(N1)C1=CC=C(C=C1)CC)=O